tert-butyl (E)-(4-((4-carbamoyl-2-methoxy-6-nitrophenyl)amino)but-2-en-1-yl)carbamate C(N)(=O)C1=CC(=C(C(=C1)[N+](=O)[O-])NC/C=C/CNC(OC(C)(C)C)=O)OC